tert-Butyl N-[(1S)-1-[(2S,4R)-4-[tert-butyl(dimethyl)silyl]oxy-2-[4-(hydroxymethyl)-1H-imidazol-2-yl]pyrrolidine-1-carbonyl]-2,2-dimethyl-propyl]carbamate [Si](C)(C)(C(C)(C)C)O[C@@H]1C[C@H](N(C1)C(=O)[C@H](C(C)(C)C)NC(OC(C)(C)C)=O)C=1NC=C(N1)CO